C(C1=CC=CC=C1)OC=1C=CC(=C(COCC(=O)N(C)OC)C1)Br 2-((5-(benzyloxy)-2-bromobenzyl)oxy)-N-methoxy-N-methylacetamide